C1=CC=CC2=C1C(=CCCC2)C2=C(SC=1N3C(COCC12)=NN=C3C)C 3-(6,7-dihydro-5H-benzo[7]annulen-9-yl)-2,9-dimethyl-4H,6H-thieno[2,3-e][1,2,4]triazolo[3,4-c][1,4]oxazepine